3,9-bis(1,1-dimethyl-2-[tris(2,2,6,6-tetramethyl-4-piperidyloxycarbonyloxy)butylcarbonyloxy]ethyl)-2,4,8,10-tetraoxaspiro[5.5]undecane CC(COC(=O)CCCC(OC(=O)OC1CC(NC(C1)(C)C)(C)C)(OC(=O)OC1CC(NC(C1)(C)C)(C)C)OC(=O)OC1CC(NC(C1)(C)C)(C)C)(C)C1OCC2(CO1)COC(OC2)C(COC(=O)CCCC(OC(=O)OC2CC(NC(C2)(C)C)(C)C)(OC(=O)OC2CC(NC(C2)(C)C)(C)C)OC(=O)OC2CC(NC(C2)(C)C)(C)C)(C)C